NC=1C=2N(C=CN1)C(=NC2C2=CC=C(C=C2)[C@@](C)(C2=CC(=CC=C2)C)O)[C@H]2CN1C(CC[C@@H]1CC2)=O (6R,8aS)-6-(8-amino-1-{4-[(1S)-1-hydroxy-1-(3-methylphenyl)ethyl]phenyl}imidazo[1,5-a]pyrazin-3-yl)hexahydroindolizin-3(2H)-one